methyl (2Z)-2-fluoro-3-(7-fluoro-1H-indazol-6-yl)prop-2-enoate F\C(\C(=O)OC)=C/C1=CC=C2C=NNC2=C1F